S1C=NC2=C1C=C(C=C2)CNC(=O)C=2N=C(SC2)C#C N-(benzo[d]thiazol-6-ylmethyl)-2-ethynyl-thiazole-4-carboxamide